C1(=CC=CC=C1)N(C1=CC=C(C=C1)N(C1=CC=C(C=C1)N(C1=CC=CC=C1)C1=CC=CC=C1)C1=CC=C(C=C1)B1OC(C)(C)C(C)(C)O1)C1=CC=CC=C1 4-[N,N-bis(4-diphenylaminophenyl)amino]phenylboronic acid pinacol ester